C1CSC=C1 dihydrothiophene